((7R,8R)-5-fluoro-2-(2-methoxy-7-methylquinoxalin-5-yl)-8-methyl-7,8-dihydrobenzofuro[5,4-d]thiazol-7-yl)methanol FC1=CC=2N=C(SC2C=2[C@H]([C@@H](OC21)CO)C)C2=C1N=CC(=NC1=CC(=C2)C)OC